3-((4-(3-(3,5-dimethyl-1-(3-methyl-[1,2,4]triazolo[4,3-b]pyridazin-6-yl)-1H-pyrazol-4-yl)propanoyl)piperazin-1-yl)methyl)benzoic acid CC1=NN(C(=C1CCC(=O)N1CCN(CC1)CC=1C=C(C(=O)O)C=CC1)C)C=1C=CC=2N(N1)C(=NN2)C